OC1(CCN(CC1)C(=O)C1=CC2=C(C=N1)C(=NN2CC(F)(F)F)NC2=NC=CC=C2)C (4-hydroxy-4-methyl-1-piperidyl)-[3-(2-pyridylamino)-1-(2,2,2-trifluoroethyl)pyrazolo[4,3-c]pyridin-6-yl]methanone